methyl 2-((3-(benzyloxy)-6-bromo-1-fluoronaphthalen-2-yl)(N-(tert-butoxy carbonyl)sulfamoyl)amino)acetate C(C1=CC=CC=C1)OC=1C(=C(C2=CC=C(C=C2C1)Br)F)N(CC(=O)OC)S(NC(=O)OC(C)(C)C)(=O)=O